C1=CC=CC=2NCC3N(C12)CCC(C3)NC(=O)O.NC3=C(C=C(C(=C3)Cl)C)C(C)=O 1-(2-amino-4-chloro-5-methylphenyl)ethane-1-one 6,6a,7,8,9,10-hexahydro-5H-pyrido[1,2-a]Quinoxaline-8-carbamate